4-(4-(difluoromethoxy)phenyl)-6-(1-methyl-1H-benzo[d]imidazol-6-yl)-2-(oxetine-3-yloxy)thiazolo[4,5-b]pyridin-5(4H)-one FC(OC1=CC=C(C=C1)N1C2=C(C=C(C1=O)C=1C=CC3=C(N(C=N3)C)C1)SC(=N2)OC2=COC2)F